FC(C(=O)O)(F)F.N(C(=N)N)C1=CC=C(C(=O)NC2=CC=C(C=C2)CNC(=O)N(C)CC=2N=C(SC2)C(C)C)C=C1 4-guanidino-N-(4-((3-((2-isopropylthiazol-4-yl)methyl)-3-methylureido)methyl)phenyl)benzamide trifluoroacetate salt